BrC1=C(C=C(C(=O)N(C)C2C[C@H]3CC[C@@H](C2)N3C(=O)OC(C)(C)C)C=C1)CO tert-butyl (1R,3s,5S)-3-(4-bromo-3-(hydroxymethyl)-N-methylbenzamido)-8-azabicyclo[3.2.1]octane-8-carboxylate